OC1CN(CC1)C1=CC(=C(C(=O)NCC=2OC(=NN2)C=2SC=CC2)C=C1)OC 4-(3-hydroxypyrrolidin-1-yl)-2-methoxy-N-((5-(thiophen-2-yl)-1,3,4-oxadiazol-2-yl)methyl)benzamide